(R)-4-(2-oxooxazolidin-3-yl)-3-(4-methylphenyl)-N-((R)-1-(5-methylpyrazin-2-yl)ethyl)-4,5-dihydro-1H-pyrazole-1-carboxamide O=C1OCCN1[C@H]1C(=NN(C1)C(=O)N[C@H](C)C1=NC=C(N=C1)C)C1=CC=C(C=C1)C